2-ethyl-1,4-bis(n-nonyloxycarbonyloxy)naphthalene C(C)C1=C(C2=CC=CC=C2C(=C1)OC(=O)OCCCCCCCCC)OC(=O)OCCCCCCCCC